COC1=C(C=C(C=C1)S(=O)(=O)C)OC 1,2-dimethoxy-4-(methylsulfonyl)benzene